OC([C@@H](C(=O)OCC1CCOCC1)NC(=O)C=1C=CC2=C(B(OC2)O)C1C)(C)C (tetrahydro-2H-pyran-4-yl)methyl (S)-3-hydroxy-2-(1-hydroxy-7-methyl-1,3-dihydrobenzo[c][1,2]oxaborole-6-carboxamido)-3-methylbutanoate